OCC1CC2C3CC(C(C2C1)C3)CO 4,8-Bis(hydroxymethyl)tricyclo[5.2.1.02,6]decane